methyl 3-(3-(3-((2-(dimethylamino)ethyl)(methyl)amino)-3-oxopropyl)-2,8,12,17-tetramethyl-l-3,18-divinyl-7H,8H-porphyrin-7-yl)propanoate CN(CCN(C(CCC1(C(C=2NC1=CC=1C(C(C(N1)=CC1=C(C=C(N1)C=C1C(=C(C(=N1)C2)C=C)C)C)C)CCC(=O)OC)C)C=C)=O)C)C